4-(hydroxyphenyl)-alpha-methyl-toluene OC1=C(C=CC=C1)C1=CC=C(CC)C=C1